acryloyldecyl pyrophosphate O(P([O-])(=O)OP(=O)([O-])[O-])CCCCCCCCCCC(C=C)=O